OC=1C=C(C(=O)C=2C([C@@]3(C([C@@H](C[C@](C2O)(C3=O)C[C@H](CC=C(C)C)C(=C)C)CC=C(C)C)(C)C)CC=C(C)C)=O)C=CC1O (1R,5R,7R)-3-(3,4-Dihydroxybenzoyl)-4-hydroxy-8,8-dimethyl-1,7-bis(3-methyl-2-buten-1-yl)-5-[(2S)-5-methyl-2-(1-methylethenyl)-4-hexen-1-yl]-Bicyclo[3.3.1]non-3-ene-2,9-dione